3-(sulfamoyl)benzenesulfonyl chloride S(N)(=O)(=O)C=1C=C(C=CC1)S(=O)(=O)Cl